(3S)-1-(2-((5-amino-6-(2,4-difluoro-6-methoxyphenyl)pyridin-2-yl)amino)-5-(1-(tetrahydro-2H-pyran-4-yl)-1H-pyrazol-4-yl)pyridin-4-yl)piperidin-3-ol NC=1C=CC(=NC1C1=C(C=C(C=C1OC)F)F)NC1=NC=C(C(=C1)N1C[C@H](CCC1)O)C=1C=NN(C1)C1CCOCC1